2-methyl-3-(8-methyl-3-(trifluoromethyl)-[1,2,4]triazolo[4,3-a]pyridin-7-yl)propanoate CC(C(=O)[O-])CC1=C(C=2N(C=C1)C(=NN2)C(F)(F)F)C